1-(3-((1H-imidazol-1-yl)methyl)benzyl)-4-chloro-1H-imidazo[4,5-c]quinolin-2(3H)-one N1(C=NC=C1)CC=1C=C(CN2C(NC=3C(=NC=4C=CC=CC4C32)Cl)=O)C=CC1